3-Z-[1-(4-(N-((4-methylpiperazin-1-yl)-methylcarbonyl)-N-methyl-amino)-anilino)-1-phenyl-methylene]-6-methoxycarbonyl-2-indolinone CN1CCN(CC1)CC(=O)N(C)C1=CC=C(N\C(\C2=CC=CC=C2)=C\2/C(NC3=CC(=CC=C23)C(=O)OC)=O)C=C1